4-(4-Methoxy-phenylamino)-N-(3-methyl-butyl)-benzamide COC1=CC=C(C=C1)NC1=CC=C(C(=O)NCCC(C)C)C=C1